SC1=CC=C(C=C1)OC 4-mercaptoanisole